2-((2r,3r)-3-amino-5-methylenetetrahydro-2H-pyran-2-yl)-3-bromo-5-chloro-N-(thiophen-2-ylmethyl)thieno[3,2-b]pyridin-7-amine trifluoroacetate FC(C(=O)O)(F)F.N[C@H]1[C@@H](OCC(C1)=C)C1=C(C2=NC(=CC(=C2S1)NCC=1SC=CC1)Cl)Br